COC(=O)C=1C(=C2CCC(C2=CC1)=O)F 4-Fluoro-1-oxo-2,3-dihydro-1H-indene-5-carboxylic acid methyl ester